1-phenyl-chromeno-pyrrole-dione C1(=CC=CC=C1)N1C(C(C2C1=CC=1C=CC=CC1O2)=O)=O